[N+](=O)([O-])C1=CC=C(C(=O)N2CCN(CC2)C(=O)OC(C)(C)C)C=C1 tert-butyl 4-(4-nitrobenzoyl)piperazine-1-carboxylate